C(C1=CC=CC=C1)(C1=CC=CC=C1)(C1=CC=CC=C1)N1N=NN=C1 1-trityl-1H-tetrazole